C1CCC2=C(C=3CCCC3C=C12)NC(=O)O[C@@H](C(=O)O)CN1N=CN=C1 (2R)-2-{[(1,2,3,5,6,7-hexahydro-s-indacen-4-yl)carbamoyl]oxy}-3-(1H-1,2,4-triazol-1-yl)propionic acid